C[C@@H]1O[C@@H](CN(C1)C1=CC=CC(=N1)C1=NC2=CC(=NC=C2C=C1)CNC(=O)C=1C=CC(=C(C1)C1(CN(CCC1)C(=O)OC(C)(C)C)O)C)C tert-butyl 3-(5-(((2-(6-((cis)-2,6-dimethylmorpholino)pyridin-2-yl)-1,6-naphthyridin-7-yl)methyl)carbamoyl)-2-methylphenyl)-3-hydroxypiperidine-1-carboxylate